(4aR,6R,7R,8S,8aR)-methyl 7-acetoxy-8-azido-2-phenylhexahydropyrano[3,2-d][1,3]dioxine-6-carboxylate C(C)(=O)O[C@@H]1[C@H]([C@H]2OC(OC[C@H]2O[C@H]1C(=O)OC)C1=CC=CC=C1)N=[N+]=[N-]